bromo-5-[1-(2,6-dichloro-3-fluoro-phenyl)-ethoxy]-[3,3']bipyridinyl-6-ylamine BrNC1=C(C=C(C=N1)C=1C=NC=CC1)OC(C)C1=C(C(=CC=C1Cl)F)Cl